O.O.P(=O)(O)(O)O di-hydrogen phosphate dihydrate